C(C=C)(=O)OCC(C(F)(F)F)C(F)(F)F Hexafluoroisobutyl acrylate